(Z)-2-[4-amino-6-iodo-5-(4-phenoxyphenyl)-7H-pyrrolo[2,3-d]pyrimidin-7-yl]-N'-hydroxypropanimidamide NC=1C2=C(N=CN1)N(C(=C2C2=CC=C(C=C2)OC2=CC=CC=C2)I)C(/C(/N)=N/O)C